ethyl 3-chloroimidazo[1,2-a]pyrimidine-2-carboxylate ClC1=C(N=C2N1C=CC=N2)C(=O)OCC